C1(CC1)COC=1C=CC(=NC1)NC([C@H](C)N1C[C@H](C(CC1)(F)F)C1=NN(C=C1)CCO)=O (S)-N-(5-(cyclopropylmethoxy)pyridin-2-yl)-2-((S)-4,4-difluoro-3-(1-(2-hydroxyethyl)-1H-pyrazol-3-yl)piperidin-1-yl)propanamide